FC=1C=C(C(=NC1)N1C[C@@H](N(CC1)C(COCC1=C2C=CC=NC2=CC=C1)=O)C)C (S)-1-(4-(5-fluoro-3-methylpyridin-2-yl)-2-methylpiperazin-1-yl)-2-(quinolin-5-ylmethoxy)ethan-1-one